FC=1C(=C(C=C(C1)CC(C)C)N1CC(N(CC1)CC1=NC=CC(=C1)OC)C)C=1N=NNN1 4-[3-fluoro-5-isobutyl-2-(2H-tetrazol-5-yl)phenyl]-1-[(4-methoxy-2-pyridyl)methyl]-2-methyl-piperazine